HYDROXYURETHANE CCOC(=O)NO